NC1=NC(=C(C=2C1=NN(N2)CC2=NC(=CC=C2)C)C2=CC=NC=C2)C2=C(C#N)C=CC=C2 (4-amino-2-((6-methylpyridin-2-yl)methyl)-7-(pyridin-4-yl)-2H-[1,2,3]triazolo[4,5-c]pyridin-6-yl)benzonitrile